C(CCCCCC(=O)OCCC(CCCCC)CCCCC)(=O)OCC1=CC(=CC(=C1)CO)COC(CCC(OCCCCCCCC)OCCCCCCCC)=O 1-(3-(((4,4-bis(octyloxy)butanoyl)oxy)methyl)-5-(hydroxymethyl)benzyl) 7-(3-pentyloctyl) heptanedioate